alanyl phosphate P(=O)(OC([C@@H](N)C)=O)([O-])[O-]